(R)-N-((5-fluoro-2-hydroxyphenyl)(1H-indol-2-yl)methyl)-3-methyl-5-(5-(4-(morpholinomethyl)piperidin-1-yl)pyrimidin-2-yl)benzamide FC=1C=CC(=C(C1)[C@@H](NC(C1=CC(=CC(=C1)C1=NC=C(C=N1)N1CCC(CC1)CN1CCOCC1)C)=O)C=1NC2=CC=CC=C2C1)O